FC=1C(=CC2=C(N(C(N2C)=O)C2CNCCC2)C1)N1CCC(CC1)CN1CCNCC1 3-[6-fluoro-3-methyl-2-oxo-5-[4-(piperazin-1-ylmethyl)-1-piperidyl]benzimidazol-1-yl]piperidine